BrC1=C(CN2N=NC(=C2)C2=CC=C(C=C2)NC(CN2C=NC=3N(C(N(C(C23)=O)C)=O)C)=O)C=CC=C1 N-{4-[1-(2-bromobenzyl)-1H-[1,2,3]triazol-4-yl]phenyl}-2-(1,3-dimethyl-2,6-dioxo-1,2,3,6-tetrahydro-purin-7-yl)acetamide